(7,7-dioxo-7lambda6-thia-2-azaspiro[3.5]nonan-2-yl)-[3-[[2-fluoro-4-(trifluoromethyl)phenyl]methoxy]azetidin-1-yl]methanone O=S1(CCC2(CN(C2)C(=O)N2CC(C2)OCC2=C(C=C(C=C2)C(F)(F)F)F)CC1)=O